NC1=NC(=NN2C1=NC=C2CC=2C=C(C(=NC2)N2CCN(CC2)C(C)=O)C)OCCCC 1-(4-(5-((4-amino-2-butoxyimidazo[2,1-f][1,2,4]triazin-7-yl)methyl)-3-methylpyridin-2-yl)piperazin-1-yl)ethan-1-one